CNC(CCCN1C(=NC2=C1C(=CC=C2)C(=O)N[C@@H](CCC)C2=CC=C(C=C2)C(F)(F)F)C=2C=NC=CC2)=O (S)-1-(4-(methylamino)-4-oxobutyl)-2-(pyridin-3-yl)-N-(1-(4-(trifluoromethyl)phenyl)butyl)-1H-benzo[d]imidazole-7-carboxamide